C1(=CC=CC=C1)S(=O)(=O)N(C1CC(C1)C(=O)O)CCCOC1=C(C=CC(=C1)C(F)(F)F)C=1OC2=C(C=CC=C2C(C1)=O)Cl 3-[benzenesulfonyl-[3-[2-(8-chloro-4-oxo-chromen-2-yl)-5-(trifluoromethyl)phenoxy]propyl]amino]cyclobutanecarboxylic acid